FC(CNC(=O)C=1C=NN2C1C=C(C=C2)C2=CNC1=NC=C(C=C12)NC(=O)C1CCN(CC1)C)F N-(2,2-difluoroethyl)-5-(5-(1-methylpiperidine-4-carboxamido)-1H-pyrrolo[2,3-b]pyridin-3-yl)pyrazolo[1,5-a]pyridine-3-carboxamide